ethylene glycol (oxalate) C(C(=O)O)(=O)O.C(CO)O